C(C)(C)(C)OC(=O)N1CCC(CC1)C1CCN(CC1)C1=C(C=C(C(=C1)OC)N)C=1C=NN(C1)C 1'-(4-amino-5-methoxy-2-(1-methyl-1H-pyrazol-4-yl)phenyl)-[4,4'-bipiperidin]-1-carboxylic acid tert-butyl ester